C(C)(=O)N1CC(C1)NCC1=CN(C2=NC(=CC=C21)C=2C(=C(C=CC2)C2=C(C(=NC=C2)C2=CC(=C(CNC[C@@H]1CCC(N1)=O)C=C2)OC)Cl)Cl)C (S)-5-(((4-(4-(3-(3-(((1-acetylazetidin-3-yl)amino)methyl)-1-methyl-1H-pyrrolo[2,3-b]pyridin-6-yl)-2-chlorophenyl)-3-chloropyridin-2-yl)-2-methoxybenzyl)amino)methyl)pyrrolidin-2-one